2-[(7-bromo-6-chloro-3-thiomorpholinylsulfonyl-4-quinolinyl)amino]-5-chloro-benzoic acid BrC1=C(C=C2C(=C(C=NC2=C1)S(=O)(=O)N1CCSCC1)NC1=C(C(=O)O)C=C(C=C1)Cl)Cl